CC1=C(C=S)C(=C(C(=C1C)C=O)C)C 2,3,5,6-tetramethylthioterephthalaldehyde